tert-butyl (2S)-4-(4-(4-(tert-butoxy)-1-cyano-4-oxobutyl)phenyl)-2-methylpiperazine-1-carboxylate C(C)(C)(C)OC(CCC(C#N)C1=CC=C(C=C1)N1C[C@@H](N(CC1)C(=O)OC(C)(C)C)C)=O